(3S)-6'-chloro-5-[[(1r,2r)-2-[(1S)-1-methoxyallyl]cyclobutyl]methyl]spiro[2,4-dihydro-1,5-benzoxazepine-3,1'-tetrahydronaphthalene]-7-carbonyl chloride ClC=1C=C2CCC[C@@]3(C2=CC1)COC1=C(N(C3)C[C@H]3[C@@H](CC3)[C@H](C=C)OC)C=C(C=C1)C(=O)Cl